N1C=C(C=2C1=NC=CC2)C2CN(CCC2)CC2=C(C=CC=C2)O 2-((3-(1H-pyrrolo[2,3-b]pyridin-3-yl)piperidin-1-yl)methyl)phenol